4-fluoro-1-[2-(2-methylquinolin-5-yl)acetyl]-N-{phenyl[5-(propan-2-yl)pyridin-2-yl]methyl}pyrrolidine-2-carboxamide FC1CC(N(C1)C(CC1=C2C=CC(=NC2=CC=C1)C)=O)C(=O)NC(C1=NC=C(C=C1)C(C)C)C1=CC=CC=C1